CC(C[C@H]1[C@@H](C[C@H]2N(CCC3=CC(=C(C=C23)OC)OCC(COCC(F)(F)F)O)C1)O)(C)C (2R,3R,11bR)-3-(2,2-dimethylpropyl)-9-[2-hydroxy-3-(2,2,2-trifluoroethoxy)propoxy]-10-methoxy-1H,2H,3H,4H,6H,7H,11bH-pyrido[2,1-a]isoquinolin-2-ol